tert-butyl 2-(2-(1,1-difluoroethyl)pyrimidin-5-yl)-2,6-diazaspiro[3.4]octane-6-carboxylate FC(C)(F)C1=NC=C(C=N1)N1CC2(C1)CN(CC2)C(=O)OC(C)(C)C